S(=O)(=O)(O)[O-].C(C)N1C=[N+](C=C1)C 1-Ethyl-3-methylimidazolium hydrogensulfate